C1(CC1)C=1N=NN(C1)[C@H](C(=O)N1[C@@H](C[C@H](C1)O)C(=O)NCC1C(N(CCC1)C)C=1SC=CC1)C(C)(C)C (2S,4r)-1-[(2S)-2-(4-cyclopropyl-triazol-1-yl)-3,3-dimethyl-butyryl]-4-hydroxy-N-[[1-methyl-2-(2-thienyl)-3-piperidinyl]methyl]pyrrolidine-2-carboxamide